NC1CCC(CC1)NC1=NC2=CC=C(C=C2C=N1)C1=CC(=C(C=C1)NS(=O)(=O)C1=C(C=CC=C1)Cl)F N-(4-(2-(((1r,4r)-4-aminocyclohexyl)amino)quinazolin-6-yl)-2-fluorophenyl)-2-chlorobenzene-sulfonamide